1,2-bis(trimethylsilyloxy)ethane C[Si](OCCO[Si](C)(C)C)(C)C